4-[2-(2-{[(4-methoxyphenyl)(methyl)oxo-λ6-sulfanylidene]-amino}phenyl)ethynyl]isoquinoline-1-carboxylic acid COC1=CC=C(C=C1)S(=O)(C)=NC1=C(C=CC=C1)C#CC1=CN=C(C2=CC=CC=C12)C(=O)O